1-(4-(3,3-DIFLUORO-1-METHOXYCYCLOBUTYL)PYRIDIN-2-YL)-N-(1-METHYL-1H-INDAZOL-7-YL)-1H-PYRAZOLE-4-SULFONAMIDE FC1(CC(C1)(OC)C1=CC(=NC=C1)N1N=CC(=C1)S(=O)(=O)NC=1C=CC=C2C=NN(C12)C)F